(S)-2-amino-3-(5-dihydroxyboryl-3-fluoropyridin-2-yl)propionic acid N[C@H](C(=O)O)CC1=NC=C(C=C1F)B(O)O